ClC=1C=C2N=CC(=NC2=CC1)SC1=NC2=CC=C(C=C2N=C1)Cl di(6-chloroquinoxaline-2-yl) thioether